NC([C@H](CN1C(NCC1)=O)NC(=O)[C@@H]1[C@H]2C([C@H]2CN1C([C@H](C(C)(C)C)NC(OC(C)(C)C)=O)=O)(C)C)=O tert-butyl ((S)-1-((1R,2S,5S)-2-(((S)-1-amino-1-oxo-3-(2-oxoimidazolin-1-yl)propan-2-yl)carbamoyl)-6,6-dimethyl-3-azabicyclo[3.1.0]hex-3-yl)-3,3-dimethyl-1-oxobutan-2-yl)carbamate